C(CC=C)C1C(OC(C(O1)=O)CCC=C)=O 3,6-bis(but-3-en-1-yl)-1,4-dioxane-2,5-dione